10-hydroxydecenoic acid C(CCC/C=C/C(=O)O)CCCO